BrC1=CC=C(C=C1)C=1N=C2N(C=CC=C2)C1CN1CC2C(C1)CN(C2)C(=O)C2=C(C=CC(=C2)F)OC [5-{[2-(4-Bromophenyl)imidazo[1,2-a]pyridin-3-yl]methyl}hexahydropyrrolo[3,4-c]pyrrol-2(1H)-yl](5-fluoro-2-methoxyphenyl)methanone